4-((2-(4-(Trifluoromethyl)phenyl)-1H-benzimidazol-5-yl)carbamoyl)benzoic acid methyl ester COC(C1=CC=C(C=C1)C(NC1=CC2=C(NC(=N2)C2=CC=C(C=C2)C(F)(F)F)C=C1)=O)=O